ClC1=CC=C(C=C1)C1=CC(=NC(=N1)C=1C=NC=CC1)N1C(CCCC1)CCO 2-(1-(6-(4-chlorophenyl)-2-(pyridin-3-yl)pyrimidin-4-yl)piperidin-2-yl)ethan-1-ol